C=CCCCCCCCCCC alpha-dodecene